N=1C=C(N2C1COCC2)C(=O)N2[C@H](C=1C(CC2)=C(N(N1)C)C1=CC(=C(C(=C1)F)F)F)C 6,8-dihydro-5H-imidazo[2,1-c][1,4]oxazin-3-yl-[(7S)-2,7-dimethyl-3-(3,4,5-trifluorophenyl)-5,7-dihydro-4H-pyrazolo[3,4-c]pyridin-6-yl]methanone